The molecule is a 1,2-diacyl-sn-glycero-3-phospho-N-methylethanolamine zwitterion in which the phosphatidyl acyl groups are both specified as oleoyl (9Z-octadecenoyl); major species at pH 7.3. It has a role as a human metabolite. It is a tautomer of a 1,2-dioleoyl-sn-glycero-3-phospho-N-methylethanolamine. CCCCCCCC/C=C\\CCCCCCCC(=O)OC[C@H](COP(=O)([O-])OCC[NH2+]C)OC(=O)CCCCCCC/C=C\\CCCCCCCC